CN(C(CC1=C(C(=C(C=C1)NC(=O)C1=NNC2=NC=NC=C21)C)C)=O)C N-[4-[2-(dimethylamino)-2-oxo-ethyl]-2,3-dimethyl-phenyl]pyrazolo[3,4-d]pyrimidine-3-carboxamide